C(=O)[C@@H]1C[C@H](CCC1)NC(OC(C)(C)C)=O tert-butyl ((1S,3S)-3-formyl-cyclohexyl)carbamate